N-(2,4-dihydroxy-5-isopropylphenyl)-3-fluoro-N-methylbenzamide OC1=C(C=C(C(=C1)O)C(C)C)N(C(C1=CC(=CC=C1)F)=O)C